CC(C(=O)OC1CC=CCCC(=CC2OC(C(C21O)=C)=O)CO)=C hydroxy-10-(hydroxymethyl)-3-methylidene-2-oxo-2H,3H,3aH,4H,5H,8H,9H,11aH-cyclodeca[b]furan-4-yl 2-methylprop-2-enoate